(4-(1-(2,2-difluoroethyl)-2-(trifluoromethyl)-1H-benzimidazol-4-yl)phenyl)((2S)-2-methylmorpholin-4-yl)methanone FC(CN1C(=NC2=C1C=CC=C2C2=CC=C(C=C2)C(=O)N2C[C@@H](OCC2)C)C(F)(F)F)F